FC(C=1C=CC2=C(N=CS2)C1)(F)F 5-(trifluoromethyl)benzo[d]Thiazole